N-(3-(5-(2-chloro-4-methoxy-phenyl)-1H-pyrazolo[3,4-b]pyridine-3-carbonyl)-2-fluorophenyl)-butane-1-sulfonamide ClC1=C(C=CC(=C1)OC)C=1C=C2C(=NC1)NN=C2C(=O)C=2C(=C(C=CC2)NS(=O)(=O)CCCC)F